7'-(2-(4,4-Difluoropiperidin-1-yl)ethoxy)-1',1'-dioxido-2,3,5,6-tetrahydrospiro[pyran-4,4'-pyrido[2,3-b][1,4,5]oxathiazepin] FC1(CCN(CC1)CCOC=1C=CC2=C(OC3(C=NS2(=O)=O)CCOCC3)N1)F